FC1CC(C1)(C(=O)N1[C@@H](CCC1)C(=O)N[C@H](C#C)CC(=O)N)C1=CC=C(C=C1)OC(F)(F)F Z-(2S)-1-[3-Fluoro-1-[4-(trifluoromethoxy)phenyl]cyclobutanecarbonyl]-N-[(1S)-1-(2-amino-2-oxo-ethyl)prop-2-ynyl]pyrrolidine-2-carboxamide